3-(7-methoxy-1H-indol-3-yl)-N-methylprop-2-enamide COC=1C=CC=C2C(=CNC12)C=CC(=O)NC